1,4-dioxaspiro[4.5]dec-8-yl 4-methylbenzenesulfonate CC1=CC=C(C=C1)S(=O)(=O)OC1CCC2(OCCO2)CC1